1-(1-(3-chlorophenyl)-2-hydroxyethyl)-3-(1-(2-(phenylamino)pyridin-4-yl)-1H-pyrazol-4-yl)urea ClC=1C=C(C=CC1)C(CO)NC(=O)NC=1C=NN(C1)C1=CC(=NC=C1)NC1=CC=CC=C1